Cl.N1=CN=CC2=C1N(C=C2)C(=O)NN Pyrrolo[2,3-d]Pyrimidine-7-carbohydrazide hydrochloride